1-(2-Hydroxy-4,6-dimethoxyphenyl)-3-(3-methoxy-4-phenylmethoxyphenyl)prop-2-en-1-one OC1=C(C(=CC(=C1)OC)OC)C(C=CC1=CC(=C(C=C1)OCC1=CC=CC=C1)OC)=O